C1(CC1)N1N=CC(=C1)[C@@H]1O[C@@H](CN(C1)C1=NC(=C2C=C(N(C(C2=C1)=O)C)C)C1=C(C=C(C=C1)C(F)(F)F)F)C 7-((2S,6R)-2-(1-cyclopropyl-1H-pyrazol-4-yl)-6-methylmorpholino)-5-(2-fluoro-4-(trifluoromethyl)phenyl)-2,3-dimethyl-2,6-naphthyridin-1(2H)-one